1,5-diisocyanato-3-pentene N(=C=O)CCC=CCN=C=O